OC1(CC(C1)CC(=O)OC(C)(C)C)C tert-Butyl 2-((1r,3r)-3-hydroxy-3-methylcyclobutyl)acetate